COC1=CC=C(C=C1)P1(SP(S1)(C1=CC=C(C=C1)OC)=S)=S 2,4-bis(4-methoxyphenyl)-1,3,2,4-dithiadiphosphetane-2,4-disulfide